FC=1C(=C(C=CC1)CC(=O)OC(C)(C)C)NC(C1=CC(=C(C=C1)N1CCCCC1)NC(=O)C1=NN(C2=CC=CC=C12)CC(F)(F)F)=O Tert-butyl 2-(3-fluoro-2-(4-(piperidin-1-yl)-3-((2,2,2-trifluoroethyl)-1H-indazole-3-carboxamido)benzamido)phenyl)acetate